N-(2,4-difluoro-3-(5-(pyrimidin-2-yl)-1H-pyrrolo[2,3-b]pyridine-3-carbonyl)phenyl)propane-1-sulfonamide FC1=C(C=CC(=C1C(=O)C1=CNC2=NC=C(C=C21)C2=NC=CC=N2)F)NS(=O)(=O)CCC